C(CC#C)C1(N=N1)CCOC1=CC=C(C=C1)C1=CC=C(C=C1)NC=1C2=C(N=C(N1)N1CC(OCC1)C1CC1)C(N(C2)C(C)C)=O 4-[(4'-{2-[3-(but-3-yn-1-yl)-3H-diaziren-3-yl]ethoxy}[1,1'-biphenyl]-4-yl)amino]-2-(2-cyclopropyl-morpholin-4-yl)-6-(propan-2-yl)-5,6-dihydro-7H-pyrrolo[3,4-d]pyrimidin-7-one